F[C@H]1C[C@H](N(C1)C)[C@H](C)OC1=CC(=NC(=N1)C1=NC(=NO1)C(C)(C)C1=C(C=CC=C1)F)OC1CCN(CC1)C(C=C)=O (2R,4S)-4-({6-[(1S)-1-[(2S,4S)-4-Fluoro-1-methylpyrrolidin-2-yl]ethoxy]-2-{3-[2-(2-fluorophenyl)propan-2-yl]-1,2,4-oxadiazol-5-yl}pyrimidin-4-yl}oxy)-1-(prop-2-enoyl)piperidin